(S)-2-(1H-pyrazol-4-yl)-6-(tetrahydro-2H-pyran-4-yl)-4,5,7,8-tetrahydro-3-oxa-1-thia-5a,8-diazabenzo[cd]azulen-9(6H)-one N1N=CC(=C1)C=1SC=2C(NC[C@@H](N3C2C1OCC3)C3CCOCC3)=O